[Br-].[Br-].C(C)N(C1=CC=C(C=C1)C=CC=CC=CC1=CC=NC=C1)CC 4-(6-(4-(diethylamino)phenyl)hexanetrienyl)pyridine dibromide